2-(2-((5-Bromo-2-((5-methoxy-2-methyl-4-(4-(4-methylpiperazin-1-yl)piperidin-1-yl)Phenyl)amino)pyrimidin-4-yl)amino)phenyl)propan-2-ol BrC=1C(=NC(=NC1)NC1=C(C=C(C(=C1)OC)N1CCC(CC1)N1CCN(CC1)C)C)NC1=C(C=CC=C1)C(C)(C)O